2,3,4-trifluorobiphenyl FC1=C(C=CC(=C1F)F)C1=CC=CC=C1